1,3,3,8-tetramethyl-5-[[(1R)-1-[3-(1,1-difluoro-2-hydroxy-2-methyl-propyl)phenyl]ethyl]amino]pyrrolo[3,2-g]phthalazin-2-one CN1C(C(C=2C=C3C(=NN=C(C3=CC21)C)N[C@H](C)C2=CC(=CC=C2)C(C(C)(C)O)(F)F)(C)C)=O